N-(4-(chlorodifluoromethoxy)phenyl)-1-isopropyl-3-methyl-7-(1H-pyrazol-5-yl)-1H-indole-5-carboxamide ClC(OC1=CC=C(C=C1)NC(=O)C=1C=C2C(=CN(C2=C(C1)C1=CC=NN1)C(C)C)C)(F)F